3,3-dimethyl-6-(4-methyl-6-(4H-1,2,4-triazol-3-yl)pyridin-3-yl)-4-((tetrahydro-2H-pyran-4-yl)methyl)-3,4-dihydropyrazino[2,3-b]pyrazin-2(1H)-one CC1(N(C=2C(=NC=C(N2)C=2C=NC(=CC2C)C2=NN=CN2)NC1=O)CC1CCOCC1)C